O-phenethyl carbonothioate C(OCCC1=CC=CC=C1)([O-])=S